4-((3-((3-(2,6-dichlorophenyl)-5-isopropylisoxazol-4-yl)methoxy)benzyl)oxy)benzoic acid ClC1=C(C(=CC=C1)Cl)C1=NOC(=C1COC=1C=C(COC2=CC=C(C(=O)O)C=C2)C=CC1)C(C)C